6-((4-(3-((3-amino-5-(4-amino-4-methylpiperidin-1-yl)pyrazin-2-yl)thio)-2-chlorophenyl)piperazin-1-yl)methyl)-4-bromo-2-(2,6-dioxopiperidin-3-yl)isoindoline-1,3-dione NC=1C(=NC=C(N1)N1CCC(CC1)(C)N)SC=1C(=C(C=CC1)N1CCN(CC1)CC1=CC(=C2C(N(C(C2=C1)=O)C1C(NC(CC1)=O)=O)=O)Br)Cl